FC1=C(CN2C(C(=CC(=C2)C(=O)NC2C(C2)OC)C(=O)NC)=O)C=CC=C1 1-(2-fluorobenzyl)-N5-(2-methoxycyclopropyl)-N3-methyl-2-oxo-1,2-dihydropyridine-3,5-dicarboxamide